C(C=C)(=O)N1[C@H](CN(C[C@H]1C)C1=NC(N2C3=C(C(=C(C=C13)C(F)(F)F)C1=C(C=C(C=C1)F)F)SC[C@@H]2COC)=O)C (3S)-7-((3S,5R)-4-acryloyl-3,5-dimethylpiperazin-1-yl)-10-(2,4-difluorophenyl)-3-(methoxymethyl)-9-(trifluoromethyl)-2H-[1,4]thiazino[2,3,4-ij]quinazolin-5(3H)-one